ClC=1N=C(C2=C(N1)N(C=C2)[C@H]2[C@@H]([C@@H]([C@H](O2)CS(=O)(=O)CP(O)(O)=O)O)O)N[C@H](C)C2=CC=C(C=C2)Cl [(2S,3S,4R,5R)-5-[2-chloro-4-[[(1R)-1-(4-chlorophenyl)ethyl]-amino]pyrrolo[2,3-d]-pyrimidin-7-yl]-3,4-dihydroxy-tetrahydro-furan-2-yl]methyl-sulfonylmethylphosphonic acid